3-benzyl-8-tert-butyl-(1S,2R,5R)-2-(2-hydroxyethyl)-3,8-diazabicyclo[3.2.1]octane C(C1=CC=CC=C1)N1[C@@H]([C@@H]2CC[C@H](C1)N2C(C)(C)C)CCO